C(CCCCCCCCC)N Decylamin